CC1=CC=C(C=C1)S(=O)(=O)O.NC/C(/COC1=CC2=C(N=C(O2)NC(C(=O)NC)CC2=CC=CC=C2)C=C1)=C/F (Z)-2-((6-((2-(aminomethyl)-3-fluoroallyl)oxy)-benzo[d]oxazol-2-yl)amino)-N-methyl-3-phenyl-propanamide 4-methylbenzene-sulfonate